1,25-pentacosanediol tert-butyl-(R)-(1-(4-(3-fluoropyridin-2-yl)phenyl)-2-hydroxyethyl)carbamate C(C)(C)(C)N(C(=O)OCCCCCCCCCCCCCCCCCCCCCCCCCO)[C@@H](CO)C1=CC=C(C=C1)C1=NC=CC=C1F